3-(3-(1-(5-(5-((4,6-difluoro-1H-indol-5-yl)oxy)-2-fluorophenyl)-4H-1,2,4-triazol-3-yl)ethyl)-2-fluorophenyl)propanoic acid FC1=C2C=CNC2=CC(=C1OC=1C=CC(=C(C1)C=1NC(=NN1)C(C)C=1C(=C(C=CC1)CCC(=O)O)F)F)F